6-Chloro-N-((4-(4-fluorophenyl)piperidin-4-yl)methyl)-2-(trifluoromethyl)quinolin-4-amine ClC=1C=C2C(=CC(=NC2=CC1)C(F)(F)F)NCC1(CCNCC1)C1=CC=C(C=C1)F